trans-3-(3-cyclopropyl-1H-pyrazol-1-yl)cyclobutane-1-carbaldehyde C1(CC1)C1=NN(C=C1)[C@@H]1C[C@H](C1)C=O